4-ethylenedioxy-N-methylamphetamine C1OC2=CC=C(CC(NC)C)C=C2OC1